(E)-1-fluoro-2-[2-fluoro(2-benzenesulfonyl)vinyl]-3-methoxy-benzene FC1=C(C(=CC=C1)OC)\C=C(/F)\S(=O)(=O)C1=CC=CC=C1